ClC1=CC(=CC(=N1)N1CCN(CC1)C(=O)OC(C)(C)C)C(C1=CC=CC=C1)(F)F tert-butyl 4-[6-chloro-4-[difluoro(phenyl)methyl]2-pyridyl]piperazine-1-carboxylate